C(=O)O.CC1=NC(=NO1)C=1C=C(C(=O)N[C@H](CC(=O)OC)CCCN2CCOCC2)C=CC1 methyl (3S)-3-[[3-(5-methyl-1,2,4-oxadiazol-3-yl)benzoyl]amino]-6-morpholino-hexanoate formate